N=1C(=CN2C1C=CC=C2)C=2C(OC1=CC(=CC=C1C2)N2CCNCC2)=O 3-(imidazo[1,2-a]pyridin-2-yl)-7-(piperazin-1-yl)-2H-chromen-2-one